CN1CC2(C1)CC(C2)C=2SC1=C(N2)C=C(C=C1)[C@@H]1NC[C@H](CC1)C 2-(2-methyl-2-azaspiro[3.3]heptan-6-yl)-5-[(2R,5S)-5-methyl-2-piperidyl]-1,3-benzothiazole